(4-(8-chloro-7-((7-fluoro-2-methyl-1H-benzo[d]imidazol-6-yl)oxy)quinoxalin-2-yl)-1H-pyrazol-1-yl)-1-methylcyclobutanol ClC=1C(=CC=C2N=CC(=NC12)C=1C=NN(C1)C1C(CC1)(O)C)OC=1C=CC2=C(NC(=N2)C)C1F